N(=C=O)CSC1(SCC(SC1)(SCN=C=O)SCN=C=O)SCN=C=O 2,2,5,5-tetrakis(isocyanatomethylthio)-1,4-dithiane